BrC1=NC(=CC(=C1)C1NC2(CC2)CN(C1)C(=O)OC(C)(C)C)Cl tertbutyl 5-(2-bromo-6-chloropyridin-4-yl)-4,7-diazaspiro[2.5]octane-7-carboxylate